BrC1=CC=C2C(=N1)N(C(=C2)C2=NC1=C(N2C)C=C(C(=C1)C(=O)OC)F)COCC[Si](C)(C)C methyl 2-(6-bromo-1-((2-(trimethylsilyl)ethoxy)methyl)-1H-pyrrolo[2,3-b]pyridin-2-yl)-6-fluoro-1-methyl-1H-benzo[d]imidazole-5-carboxylate